C(\C=C\C1=CC=C(C=C1)O)(=O)OP(=O)=O phospho (coumarate)